COC1=CC=C(C=C1)C=CC 1-methoxy-4-[prop-1-enyl]benzene